tert-Butyl N-[(1R)-1-[2-(4-fluoro-3-pyridyl)-3,6-dimethyl-4-oxo-chromen-8-yl]ethyl]carbamate FC1=C(C=NC=C1)C=1OC2=C(C=C(C=C2C(C1C)=O)C)[C@@H](C)NC(OC(C)(C)C)=O